C(C)(C)(C)OC(NCC(CC(C)(F)F)N)=O N-(2-amino-4,4-difluoro-pentyl)carbamic acid tert-butyl ester